ClC=1C=C2C(=CNC2=CC1F)C1N(CCC2=CC(=CC=C12)C1=CC=CC=C1)C(=O)N (5-chloro-6-fluoro-1H-indol-3-yl)-6-phenyl-3,4-dihydroisoquinoline-2(1H)-carboxamide